2-((4-((2-amino-4-(1-hydroxyhexan-3-ylamino)-6-methylpyrimidin-5-yl)methyl)-3-methoxybenzyl)(2,2,2-trifluoroethyl)amino)acetic acid NC1=NC(=C(C(=N1)NC(CCO)CCC)CC1=C(C=C(CN(CC(=O)O)CC(F)(F)F)C=C1)OC)C